ethyl 5-(2,2,2-trifluoroethyl)-4,5,6,7-tetrahydropyrazolo[1,5-a]pyrazine-2-carboxylate FC(CN1CC=2N(CC1)N=C(C2)C(=O)OCC)(F)F